magnesium format C(=O)[O-].[Mg+2].C(=O)[O-]